7-trifluoroisatin C1=CC2=C(C(=C1)C(F)(F)F)NC(=O)C2=O